COCOC1=CC=C(C=C1)C=CC(CC(CCC1=CC=C(C=C1)OC)O)=O 1-(4-methoxymethoxyphenyl)-7-(4-methoxyphenyl)-5-hydroxy-1-hepten-3-one